BrC=1C=C(C(N(C1)C(C)C1=CC=CC=C1)=O)C(=O)OC methyl 5-bromo-2-oxo-1-(1-phenylethyl)-1,2-dihydropyridine-3-carboxylate